C(C)[NH+]1N(C(=CC1C)C)C 1-ethyl-2,3,5-trimethylpyrazolinium